C(C)(C)[Si](C#CC1=CC=CC2=CC=CC(=C12)[Sn](C)(C)C)(C(C)C)C(C)C triisopropyl((8-(trimethylstannyl)naphthalen-1-yl)ethynyl)silane